C(C)N(C1=NC=C(C=N1)C1=CC(=C(C2=C1OC(O2)(C)C2CCN(CC2)CC)C)C(=O)NCC=2C(NC(=CC2SC)C)=O)C 7-(2-(ethyl(methyl)amino)pyrimidin-5-yl)-2-(1-ethylpiperidin-4-yl)-2,4-dimethyl-N-((6-methyl-4-(methylthio)-2-oxo-1,2-dihydropyridin-3-yl)methyl)benzo[d][1,3]dioxole-5-carboxamide